Methyl ((S)-3-cyclopropyl-2-(2-((S)-1-(2,3-difluorobenzyl)-5-oxopyrrolidin-2-yl)acetamido)propanoyl)-L-phenylalaninate C1(CC1)C[C@@H](C(=O)N[C@@H](CC1=CC=CC=C1)C(=O)OC)NC(C[C@H]1N(C(CC1)=O)CC1=C(C(=CC=C1)F)F)=O